(R)-8-(2-chloro-4-fluorophenyl)-9-(3-((1-(3-fluoropropyl)pyrrolidin-3-yl)oxy)phenyl)-6,7-dihydro-5H-benzo[7]annulene-3-carboxylic acid ClC1=C(C=CC(=C1)F)C=1CCCC2=C(C1C1=CC(=CC=C1)O[C@H]1CN(CC1)CCCF)C=CC(=C2)C(=O)O